3-aminomethyl-4,6-dimethylpyridine NCC=1C=NC(=CC1C)C